OC1=C(C=CC(=C1)OCCO)C1=NC(=NC(=N1)C1=C(C=C(C=C1)OCCO)O)C1=C(C=C(C=C1)C)C 2,4-bis[2-hydroxy-4-(2-hydroxy-ethoxy)phenyl]-6-(2,4-dimethylphenyl)-s-triazine